2-(6-(cyclopropanesulfonylamino)pyrazin-2-yl)butanoic acid C1(CC1)S(=O)(=O)NC1=CN=CC(=N1)C(C(=O)O)CC